C(C)(C)(C)OC(=O)N1[C@@H]([C@H](CC1)COC(C(=O)O)C(C)C)CO 2-(((2S,3S)-1-(tert-butoxycarbonyl)-2-(hydroxymethyl)pyrrolidin-3-yl)methoxy)-3-methylbutanoic acid